3-(3-isopropyl-5-methyl-cyclohexen-1-yl)propanal C(C)(C)C1C=C(CC(C1)C)CCC=O